CC12NC=3C=CC=CC3C=C1CCC2 3a-Methyl-2,3,3a,4-tetrahydro-1H-cyclopenta[b]quinoline